C(#N)C1=CC(=C(C(=C1)C(C)C)NC(=O)N=[S@](=O)(N)C=1SC(=CN1)C(C)(C)O)C(C)C (R)-N'-(4-cyano-2,6-diisopropylphenylcarbamoyl)-5-(2-hydroxypropan-2-yl)thiazole-2-sulfonimidamide